C(C)(C)(C)OC(=O)N([C@@H](CC(=O)OC)C)CC\C=C\B1OC(C(O1)(C)C)(C)C Methyl (3R)-3-[tert-butoxycarbonyl-[(E)-4-(4,4,5,5-tetramethyl-1,3,2-dioxaborolan-2-yl)but-3-enyl]amino]butanoate